1-Ethyl-N-(4-(4-(trifluoromethyl)piperidin-1-yl)phenyl)piperidin-4-amine C(C)N1CCC(CC1)NC1=CC=C(C=C1)N1CCC(CC1)C(F)(F)F